2-(8-chloro-3-(methoxymethoxy)naphthalen-1-yl)-4,4,5,5-tetramethyl-1,3,2-dioxaborolane ClC=1C=CC=C2C=C(C=C(C12)B1OC(C(O1)(C)C)(C)C)OCOC